Cl.N1CCC(CC1)C=1C(=NC=CC1)C#N (piperidin-4-yl)-2-cyanopyridine hydrochloride